N[C@]1([C@@H](CC[C@H](C1)CCB(O)O)CNC([C@H]([C@@H](C)O)N)=O)C(=O)O (1R,2S,5R)-1-amino-2-(((2S,3R)-2-amino-3-hydroxybutanamido)methyl)-5-(2-boronoethyl)cyclohexane-1-carboxylic acid